ClC1=CC=C(C=C1)C1=CC(=NC=C1)C1=CC=CC=C1 4-(4-chlorophenyl)-2-phenylpyridine